COC=1C(=NC=CN1)NS(=O)(=O)C1=CC=C(C=C1)NC(C=CC1=CC=C(C=C1)[N+](=O)[O-])=O N-[4-[(3-methoxypyrazin-2-yl)sulfamoyl]phenyl]-3-(4-nitrophenyl)prop-2-enamide